BrC=1C(=NC(=NC1)C1(CC(C1)(C)C#N)NC(OC(C)(C)C)=O)C tert-butyl ((1s,3s)-1-(5-bromo-4-methylpyrimidin-2-yl)-3-cyano-3-methylcyclobutyl)carbamate